ClC1=CC=2C(=NSC2N)C(=C1C1=CC(=CC2=CC=CC=C12)OC)F 5-chloro-7-fluoro-6-(3-methoxynaphthalen-1-yl)benzo[c]Isothiazol-3-amine